29-(tetracos-15-enoyloxy)-nonacosanoic acid C(CCCCCCCCCCCCCC=CCCCCCCCC)(=O)OCCCCCCCCCCCCCCCCCCCCCCCCCCCCC(=O)O